(R)-(-)-epichlorohydrin C1[C@@H](O1)CCl